C(C)/C(/C(=O)C=1N=CSC1N(CC1=CC=C(C=C1)OC)CC1=CC=C(C=C1)OC)=C(\CC)/O ethyl-(Z)-1-(5-(bis(4-methoxybenzyl)amino)thiazol-4-yl)-3-hydroxypent-2-en-1-one